1-(4-(4-fluorobenzyl)piperidin-1-yl)-3-(3,5-dimethyl-1-(3-methyl-[1,2,4]triazolo[4,3-b]pyridazin-6-yl)-1H-pyrazol-4-yl)propan-1-one FC1=CC=C(CC2CCN(CC2)C(CCC=2C(=NN(C2C)C=2C=CC=3N(N2)C(=NN3)C)C)=O)C=C1